5-{[5-(6-{[2-(Aminomethyl)prop-2-en-1-yl]oxy}-2,3-dihydrofuro[3,2-b]pyridin-7-yl)-1H-pyrazol-3-yl]amino}pyrazine-2-carbonitrile NCC(COC=1C(=C2C(=NC1)CCO2)C2=CC(=NN2)NC=2N=CC(=NC2)C#N)=C